oxalic acid diacetate C(C)(=O)O.C(C)(=O)O.C(C(=O)O)(=O)O